Iodomethyl phenyl carbonate C(OCI)(OC1=CC=CC=C1)=O